2-CYANOPYRIMIDIN-4-YLCARBAMAT C(#N)C1=NC=CC(=N1)NC([O-])=O